CC1(OB(OC1(C)C)C1=CC=C(C=C1)[C@H](CO)O)C (R)-1-(4-(4,4,5,5-tetramethyl-1,3,2-dioxaborolan-2-yl)phenyl)ethane-1,2-diol